isoleucine tert-Butyl-4-(4-(2,4-dioxo-3-((2-(trimethylsilyl)ethoxy)methyl)tetrahydropyrimidin-1(2H)-yl)-5-fluoro-1H-indol-1-yl)piperidine-1-carboxylate C(C)(C)(C)C1N(CCC(C1)N1C=CC2=C(C(=CC=C12)F)N1C(N(C(CC1)=O)COCC[Si](C)(C)C)=O)C(=O)O.N[C@@H]([C@@H](C)CC)C(=O)O